FC(OC=1C=C(C=CC1)N1C(C(C2=CC(=CC=C12)C(=O)NC1(SOC=C1)C)(C)O)=O)F 1-(3-(difluoromethoxy)phenyl)-3-hydroxy-3-methyl-N-(3-methyl-1,1-dioxathiol-3-yl)-2-oxoindoline-5-carboxamide